N-(5-chloro-3-((3,5-dimethyl-4-oxo-3,4-dihydroquinazolin-6-yl)amino)-2-fluorophenyl)-N-((2-(trimethylsilyl)ethoxy)methyl)propane-1-sulfonamide ClC=1C=C(C(=C(C1)N(S(=O)(=O)CCC)COCC[Si](C)(C)C)F)NC=1C(=C2C(N(C=NC2=CC1)C)=O)C